O[C@@H]1C[C@H](N(C1)C([C@@H](C(C)(C)C)NC(=O)C1CCNCC1)=O)C(N[C@@H](C)C1=CC=C(C=C1)C1=C(N=CS1)C)=O N-((R)-1-((2S,4R)-4-Hydroxy-2-(((S)-1-(4-(4-methylthiazol-5-yl)phenyl)ethyl)-carbamoyl)pyrrolidin-1-yl)-3,3-dimethyl-1-oxobutan-2-yl)piperidine-4-carboxamide